FC=1C=C2C(=CNC(C2=CC1F)=O)[C@@H](C)N(C(=O)C=1NC2=CC=CC=C2C1)CC |r| Racemic-N-(1-(6,7-difluoro-1-oxo-1,2-dihydroisoquinolin-4-yl)ethyl)-N-ethyl-1H-indole-2-carboxamide